5-Fluoro-6-((((1S,3S,4S)-3-fluoro-4-(((R)-1-(imidazo[1,2-a]pyridin-8-yl)ethyl)amino)cyclohexyl)amino)methyl)-1,3-dimethyl-1,3-dihydro-2H-benzo[d]imidazol-2-one FC1=CC2=C(N(C(N2C)=O)C)C=C1CN[C@@H]1C[C@@H]([C@H](CC1)N[C@H](C)C=1C=2N(C=CC1)C=CN2)F